(2R,3R,4S,5R,6S)-2-(acetoxymethyl)-6-((6-ethynylnaphthalen-2-yl)oxy)-tetrahydro-2H-pyran-3,4,5-triyl triacetate C(C)(=O)O[C@@H]1[C@H](O[C@H]([C@@H]([C@H]1OC(C)=O)OC(C)=O)OC1=CC2=CC=C(C=C2C=C1)C#C)COC(C)=O